(R)-5-[2-hydroxy-3-(anilino)-propoxy]-2-methyl-1-(methylphenyl)indole-3-carboxylic acid methyl ester COC(=O)C1=C(N(C2=CC=C(C=C12)OC[C@@H](CNC1=CC=CC=C1)O)C1=C(C=CC=C1)C)C